N-(tert-butoxycarbonyl)-1,4-phenylenediamine C(C)(C)(C)OC(=O)NC1=CC=C(C=C1)N